3-(2-methyl-4-oxo-5-((4-((4-(trifluoromethyl)piperidin-1-yl)methyl)benzyl)amino)quinazolin-3(4H)-yl)piperidine-2,6-dione CC1=NC2=CC=CC(=C2C(N1C1C(NC(CC1)=O)=O)=O)NCC1=CC=C(C=C1)CN1CCC(CC1)C(F)(F)F